tert-Butyl (3R,4S)-4-((4-chloro-5-cyanopyrimidin-2-yl)amino)-3-fluoropiperidine-1-carboxylate ClC1=NC(=NC=C1C#N)N[C@@H]1[C@@H](CN(CC1)C(=O)OC(C)(C)C)F